5-methoxy-6-(pyrazol-1-yl)pyrazine-2-carboxylic acid COC=1N=CC(=NC1N1N=CC=C1)C(=O)O